C1(CCC1)OC=1C=C(C=CC1OC)C1=CC(=CC=C1)C=1CB(OC1)O 4-(3'-cyclobutoxy-4'-methoxy-[1,1'-biphenyl]-3-yl)-1,2-oxaborol-2-ol